ClC1=CC(=C(C=C1)[C@@]1(OC2=C(O1)C=CC=C2C2CCN(CC2)CC2=NC=C(C(N)=NO)C=C2CC2(CC2)C#N)C)F (S)-6-((4-(2-(4-chloro-2-fluorophenyl)-2-methylbenzo[d][1,3]dioxol-4-yl)piperidin-1-yl)methyl)-5-((1-cyanocyclopropyl)methyl)-N'-hydroxynicotinimidamide